CC(=C)[C@H]1C[C@H]2[C@@H](C[C@]1(C)C=C)OC(=O)C2=C The molecule is a sesquiterpene lactone that is hexahydro-1-benzofuran-2(3H)-one substituted by a methyl group at position 6, methylene group at position 3, isopropenyl group at position 5 and a vinyl group at position 6. Isolated from Inula helenium and Rudbeckia laciniata, it exhibits antiproliferative activity. It has a role as a metabolite and an antineoplastic agent.